CONC(C1=CN=CC=C1NC1=C(C=C(C=C1)OC)NS(=O)(=O)C)=O N-methoxy-4-((4-methoxy-2-(N-methylsulfonylamino)phenyl)amino)nicotinamide